4-[4-[5-[2-(5-hydroxypyridin-3-yl)ethynyl]pyridine-3-carbonyl]piperazin-1-yl]benzamide OC=1C=C(C=NC1)C#CC=1C=C(C=NC1)C(=O)N1CCN(CC1)C1=CC=C(C(=O)N)C=C1